ethyl 3-benzyl-1-methyl-3-azabicyclo[3.1.0]hexane-6-carboxylate C(C1=CC=CC=C1)N1CC2(C(C2C1)C(=O)OCC)C